C(C)OC(=O)C1C2CCC(C12)OC1=CC=C(C=C1)C1=C(C(=NO1)C)CO (±)-2-(4-(4-(hydroxymethyl)-3-methylisoxazol-5-yl)phenoxy)bicyclo[3.1.0]hexane-6-carboxylic acid ethyl ester